{2-[3-(methanesulfonyl)phenyl]-2H-indazol-6-yl}carbamic acid tert-butyl ester C(C)(C)(C)OC(NC=1C=CC2=CN(N=C2C1)C1=CC(=CC=C1)S(=O)(=O)C)=O